BrC=1C=2N(C=C(C1)OCCC(C)(C)O[Si](C)(C)C(C)(C)C)N=CC2C#N 4-bromo-6-(3-((tert-butyldimethylsilyl)oxy)-3-methylbutoxy)pyrazolo[1,5-a]pyridine-3-carbonitrile